(E)-ethyl 3-(3-fluorophenyl)acrylate FC=1C=C(C=CC1)/C=C/C(=O)OCC